(4-nitrophenyl)(8-(4,4,5,5-tetramethyl-1,3,2-dioxaborolan-2-yl)indolizin-3-yl)methanone [N+](=O)([O-])C1=CC=C(C=C1)C(=O)C1=CC=C2C(=CC=CN12)B1OC(C(O1)(C)C)(C)C